1-methyl-1-(trifluoromethyl)-1,3-dihydrofuro[3,4-c]pyridine-6-carboxylic acid CC1(OCC=2C=NC(=CC21)C(=O)O)C(F)(F)F